C(C)(C)(C)OC(=O)N1CCC(CC1)C1CCN(CC1)C1=CC=C(C=C1)NCCC(=O)OCC 1'-(4-((3-ethoxy-3-oxopropyl)amino)phenyl)-[4,4'-bipiperidine]-1-carboxylic acid tert-butyl ester